NOCCOCCNC(OC(C)(C)C)=O tert-butyl (2-(2-(aminooxy)ethoxy)ethyl)carbamate